5-(3',5'-dihydroxyphenyl)-gamma-valerolactone OC=1C=C(C=C(C1)O)CC1CCC(=O)O1